C1(CC1)C(=O)NC1=CC(=C(C(=O)N2CCC(CC2)NC(OC(C)(C)C)=O)C=C1)N1CCCC1 tert-butyl N-[1-[4-(cyclopropanecarbonylamino)-2-pyrrolidin-1-ylbenzoyl]piperidin-4-yl]carbamate